(4-(3-methoxyphenyl)piperazin-1-yl)(5-((p-tolylsulfinyl)methyl)furan-2-yl)methanone COC=1C=C(C=CC1)N1CCN(CC1)C(=O)C=1OC(=CC1)CS(=O)C1=CC=C(C=C1)C